ClC1=CC=C(C=C1)C1C(C)(C=CC=C1)S(=O)(=O)N 2-(4-chlorophenyl)-1-toluenesulfonamide